CCCCNCCNCCCC N,N'-di-N-butylethylenediamine